FC(C(C(C(=O)O)(C1=CC=CC=C1)F)(F)F)F pentafluorophenylbutyric acid